(4-Methoxyphenoxy)-acetyl chloride COC1=CC=C(OCC(=O)Cl)C=C1